COC=1C=C(C=CC1OC)/C=C/C(=O)NC1=CC(=C(C(=C1)OC)OC)OC (2E)-3-(3,4-Dimethoxyphenyl)-N-(3,4,5-trimethoxyphenyl)acrylamid